C(C1=CC=CC=C1)N1CCC(=CC1)OC1N(CC12CCC2)C(=O)[O-] ((1-benzyl-3,6-dihydro-2H-pyridin-4-yl)oxy)-2-azaspiro[3.3]heptane-2-carboxylate